C(C)(C)(C)NC(=O)C1=NC(=CC=C1OC)NC1=CC(=CC(=C1)Cl)Cl N-tert-butyl-6-(3,5-dichloroanilino)-3-methoxy-pyridine-2-carboxamide